perfluorodecyl-sulfonate FC(C(C(C(C(C(C(C(C(C(F)(F)F)(F)F)(F)F)(F)F)(F)F)(F)F)(F)F)(F)F)(F)F)(S(=O)(=O)[O-])F